(S)-2-(4-(5-(3,5-difluorophenyl)-4,5-dihydro-1H-pyrazole-1-carbonyl)piperazin-1-yl)-N-ethyl-5-fluoro-N-methylpyrimidine-4-carboxamide FC=1C=C(C=C(C1)F)[C@@H]1CC=NN1C(=O)N1CCN(CC1)C1=NC=C(C(=N1)C(=O)N(C)CC)F